ethyl-(S)-2-methylene-5-oxotetrahydro-1H-pyrrolizine C(C)[C@H]1C(CN2C(CCC12)=O)=C